FC(CN1C(C=2NC3=CC=CC=C3C2CC1C)C1=C(C=C(C=C1)NC1CN(C1)CCCF)OC(F)(F)F)(C)C N-(4-(2-(2-fluoro-2-methylpropyl)-3-methyl-2,3,4,9-tetrahydro-1H-pyrido[3,4-b]indol-1-yl)-3-(trifluoromethoxy)phenyl)-1-(3-fluoropropyl)azetidin-3-amine